P(SC1=CC=C(C=C1)CCCCCCCC)([S-])[S-] para-octylphenyl trithiophosphite